2-(4-(2-(5-fluoro-2-methylpyridin-4-yl)-3-isopropyl-1H-indol-5-yl)piperidin-1-yl)ethan-1-ol FC=1C(=CC(=NC1)C)C=1NC2=CC=C(C=C2C1C(C)C)C1CCN(CC1)CCO